COC1=C(C(=O)P(C(C)(C)C)(C(C2=C(C=CC=C2OC)OC)=O)=O)C(=CC=C1)OC bis(2,6-dimethoxybenzoyl)-t-butylphosphin oxide